[Pt].[Ni].[Fe] Iron-Nickel-Platinum